OCC=1C=C(C=NC1)NC(C(N1C(CCCC1)C1=CC=CC=C1)=O)=O N-(5-(hydroxymethyl)pyridin-3-yl)-2-oxo-2-(2-phenylpiperidin-1-yl)acetamide